OC[C@H](C[C@H]1C(NCC1)=O)NC([C@H](CC(C)C)NC(OC(CCCC)C1CCC(CC1)(F)F)=O)=O 1-(4,4-Difluorocyclohexyl)pentyl ((S)-1-(((S)-1-hydroxy-3-((S)-2-oxopyrrolidin-3-yl)propan-2-yl)amino)-4-methyl-1-oxopentan-2-yl)carbamate